CC1(CC(CC(C1)N)N)C 5,5-dimethyl-1,3-cyclohexanediamine